[Si](C)(C)(C(C)(C)C)OC[C@@H](COCCCCCCCCCCCCCCCCCC)O (R)-1-((tert-butyldimethylsilyl)oxy)-3-(octadecyloxy)propan-2-ol